OC=1C=C(C=CC1O)C(C)O 3,4-dihydroxyphenyl-ethanol